CP(CP(C)C)C 1,1-bis(dimethylphosphino)methane